C(CCCCCCC\C=C/CCCCCCCC)(=O)OCCCCCCC\C=C/CCCCCCCCCCC(=O)O (12Z)-20-oleoyloxyeicos-12-enoic acid